C(CCCC)OC(CCCCCCC)=O caprylic acid pentyl ester